CC1=C(C=C(C(=C1)OC1=CC(=NN1CC)C(F)(F)F)Cl)N\C=N\[H] (E)-N-[2-methyl-4-(1-ethyl-3-trifluoromethyl-1H-pyrazole-5-oxy)-5-chlorophenyl]formamidine